BrC=1C(=C(C(=O)N(NC(OC(C)(C)C)=O)C2CCC(CC2)C(NC2=CC(=C(C=C2)C)OC)=O)C=CC1)F tert-butyl N-[(3-bromo-2-fluoro-benzoyl)-[4-[(3-methoxy-4-methyl-phenyl)carbamoyl]cyclohexyl]amino]carbamate